5-[2-chloro-6-(dimethylamino)-3-pyridyl]-N-[3-chloro-4-[4-(piperidine-4-carbonyl)piperazine-1-carbonyl]phenyl]-1-methyl-imidazole-2-carboxamide ClC1=NC(=CC=C1C1=CN=C(N1C)C(=O)NC1=CC(=C(C=C1)C(=O)N1CCN(CC1)C(=O)C1CCNCC1)Cl)N(C)C